ClC1=CC=C(C=C1)N1N=C(C=C1O)C1=CC=C(C=C1)C=1CCC(NN1)=O 6-(4-(1-(4-chlorophenyl)-5-hydroxy-1H-pyrazol-3-yl)phenyl)-4,5-dihydropyridazin-3(2H)-one